(3-fluoro-5-methyl-4-(3-(1-methyl-1H-pyrazol-4-yl)-1H-pyrazolo[3,4-c]pyridin-5-yl)phenyl)-2-(pyrrolidin-1-yl)acetamide FC=1C=C(C=C(C1C=1C=C2C(=CN1)NN=C2C=2C=NN(C2)C)C)C(C(=O)N)N2CCCC2